ClC=1C=C(C=C(C1)SCC)NC(=O)C=1SC(=C(C1)C1=NC=C(C=C1C)F)C N-(3-chloro-5-(ethylsulfanyl)phenyl)-4-(5-fluoro-3-methylpyridin-2-yl)-5-methylthiophene-2-carboxamide